SC=1N=NNC1N 4-mercapto-5-aminotriazole